C1(=C(C=CC=C1)C=1C=CC=2NC3=CC=CC=C3C2C1)C 3-(o-tolyl)-9H-carbazole